FC(OC=1C(=CC2=C(N3C(S2)=NC(=C3)C3=CC=C(C=C3)C3N(CCC3)C(=O)OC(C)(C)C)C1)C(NCCCN1CCC(CC1)F)=O)F tert-butyl 2-(4-(6-(difluoromethoxy)-7-((3-(4-fluoropiperidin-1-yl)propyl)carbamoyl)benzo[d]imidazo[2,1-b]thiazol-2-yl)phenyl)pyrrolidine-1-carboxylate